chloro-7-fluoro-N-[3-(5-methoxypyrazin-2-yl)phenyl]-N-methyl-[1,2,4]triazolo[4,3-a]quinazolin-5-amine ClC1=NN=C2N1C1=CC=C(C=C1C(=N2)N(C)C2=CC(=CC=C2)C2=NC=C(N=C2)OC)F